C(C)(C)(C)C=1SC(=CN1)C(=O)NCC1=C(C=C(C=C1)C1=NC(=NC=C1)NC=1C=NN(C1)CCOC)C 2-(tert-butyl)-N-(4-(2-((1-(2-methoxyethyl)-1H-pyrazol-4-yl)amino)pyrimidin-4-yl)-2-methylbenzyl)thiazole-5-carboxamide